5-methylpyridine-3-carboxamide CC=1C=C(C=NC1)C(=O)N